CC=1\C(\C(N(N1)C1=CC=CC=C1)=O)=C/C1=CC=C(C=C1)C (E)-5-methyl-4-(4-methylbenzylidene)-2-phenyl-2,4-dihydro-3H-pyrazol-3-one